N[C@@H](CC1=CC=CC=C1)C(=O)N(C1C2CCC(C1C1=CC=CC=C1)C2)CC N-Phenylalanyl-(-)-N-ethyl-3-phenylbicyclo[2.2.1]heptan-2-amine